1-[5-[4-chloro-7-fluoro-2-[4-(5-fluoro-3-methoxy-2-pyridyl)piperazine-1-carbonyl]-1H-indol-6-yl]-3,6-dihydro-2H-pyridin-1-yl]-3-(triazol-1-yl)propan-1-one ClC1=C2C=C(NC2=C(C(=C1)C1=CCCN(C1)C(CCN1N=NC=C1)=O)F)C(=O)N1CCN(CC1)C1=NC=C(C=C1OC)F